N1CCC(CC1)C1=CC=CC(=N1)NCC(C1=CC=CC=C1)C#N (((6-(piperidin-4-yl)pyridin-2-yl)amino)methyl)benzyl cyanide